C1(CC1)C1=CC(=C(C#N)C=C1)NC1=C(C=C(C=C1)F)C 4-cyclopropyl-2-((4-fluoro-2-methylphenyl)amino)benzonitrile